ClC1=C(C(=NC(=N1)OCC1(CC1)CN1CCOCC1)N1C[C@H]2CC[C@@H](C1)N2C(=O)OC(C)(C)C)C#N tert-butyl (1R,5S)-3-[6-chloro-5-cyano-2-[[1-(morpholinomethyl)cyclopropyl]methoxy]pyrimidin-4-yl]-3,8-diazabicyclo[3.2.1]octane-8-carboxylate